ClC1=NC2=C(N1CC1=NC=C(C#N)C=C1)C=C(C=C2Cl)F 6-((2,4-dichloro-6-fluoro-1H-benzo[d]imidazol-1-yl)methyl)nicotinonitrile